17-(3-methoxypropyl)-11,16,18-trioxo-3,10,17-triazahexacyclo[13.6.2.02,10.04,9.012,22.019,23]tricosa-1(21),2,4,6,8,12(22),13,15(23),19-nonaene-20-carbonitrile COCCCN1C(C=2C=CC=3C(N4C5=CC=CC=C5N=C4C4=CC(=C(C1=O)C2C43)C#N)=O)=O